(E)-3-methyl-2-(pyrene-1-yl)cyclohex-2-en-1-one-O-methyloxime CO\N=C/1\C(=C(CCC1)C)C1=CC=C2C=CC3=CC=CC4=CC=C1C2=C34